C(CCCCCCCCCCCCC)(=O)OC[C@@H](OC(CCCCCCCCCCCCC)=O)COP(=O)(O)OCCN |r| 1,2-dimyristoyl-rac-glycero-3-phosphoethanolamine